N-((3,3-dimethyl-1,2,3,5,6,7-hexahydrodicyclopenta[b,e]pyridin-8-yl)carbamoyl)-1-hydroxy-1,3-dihydrobenzo[c][1,2]oxaborole-5-sulfonimidamide CC1(CCC=2C1=NC1=C(C2NC(=O)NS(=O)(=N)C2=CC3=C(B(OC3)O)C=C2)CCC1)C